(R)-3-(3-(4,4,5,5-tetramethyl-1,3,2-dioxaborolan-2-yl)phenoxy)pyrrolidine, hydrochloride Cl.CC1(OB(OC1(C)C)C=1C=C(O[C@H]2CNCC2)C=CC1)C